trans-N1-(5-(3-(2,2-difluoroethyl)-2-methyl-3H-imidazo[4,5-b]pyridin-5-yl)pyrrolo[2,1-f][1,2,4]triazin-2-yl)-N4-methylcyclohexane-1,4-diamine FC(CN1C(=NC=2C1=NC(=CC2)C=2C=CN1N=C(N=CC12)N[C@@H]1CC[C@H](CC1)NC)C)F